2-[2-(2,2-difluoroethoxy)phenyl]-N-[4-(2-hydroxypropan-2-yl)-3-methylphenyl]-3-oxo-2,3-dihydropyridazine-4-carboxamide FC(COC1=C(C=CC=C1)N1N=CC=C(C1=O)C(=O)NC1=CC(=C(C=C1)C(C)(C)O)C)F